dodecyl(5-methyl-2-(propan-2-ylidene)cyclohexyl)sulfane C(CCCCCCCCCCC)SC1C(CCC(C1)C)=C(C)C